OC1=C2CCCC2=CC(=C1C=1C(N(C=NN1)C)=O)C 6-(4-hydroxy-6-methyl-indan-5-yl)-4-methyl-1,2,4-triazin-5-one